C(C)SC=1C=C(C(=NC1C1=NC=2C(=NC=C(C2)C(F)(F)F)N1C)C)OCC#N 2-[[5-ethylsulfanyl-2-methyl-6-[3-methyl-6-(trifluoromethyl)imidazo[4,5-b]pyridin-2-yl]-3-pyridyl]oxy]acetonitrile